ClC=1C=C(C=CC1)C(=O)N1CCCC2=CC(=CC=C12)CNC(=O)C1=CC(=NO1)C(C)C N-{[1-(3-chlorobenzene-1-carbonyl)-1,2,3,4-tetrahydroquinolin-6-yl]methyl}-3-(propan-2-yl)-1,2-oxazole-5-carboxamide